1H-pyrazolo[3,4-d]pyrimidin-4(5H)-one N1N=CC2=C1N=CNC2=O